1-cyclopropyl-N-{cis-3-[methyl-(7H-pyrrolo[2,3-d]pyrimidin-4-yl)amino]cyclobutyl}-methanesulfonamide C1(CC1)CS(=O)(=O)N[C@@H]1C[C@@H](C1)N(C=1C2=C(N=CN1)NC=C2)C